butyric acid 3-(2-(isopropyl (methyl) amino) ethyl)-1H-indol-7-yl ester C(C)(C)N(CCC1=CNC2=C(C=CC=C12)OC(CCC)=O)C